COC(=O)C1C2(C(C2CN1C([C@H](C(C)(C)C)N)=O)(C)C)C(C)(F)F 3-((S)-2-amino-3,3-dimethylbutyryl)-1-(1,1-difluoroethyl)-6,6-dimethyl-3-Azabicyclo[3.1.0]Hexane-2-carboxylic acid methyl ester